FC=1C=C(C=CC1)C1=CC=C2N(CC(NC2=C1)=O)C(C1=CC(=C(C(=C1)OC)OC)OC)=O 7-(3-fluorophenyl)-4-(3,4,5-trimethoxybenzoyl)-3,4-dihydroquinoxalin-2(1H)-one